diethyl 4-[([5-isopropyl-1H-pyrazolo[4,3-d]pyrimidin-7-yl]amino)-methyl]phenylphosphonate C(C)(C)C=1N=C(C2=C(N1)C=NN2)NCC2=CC=C(C=C2)P(OCC)(OCC)=O